(2-(Benzyloxy)-4,6-dihydroxy-3-methylphenyl)(4-(oxetan-3-ylamino)isoindolin-2-yl)methanone C(C1=CC=CC=C1)OC1=C(C(=CC(=C1C)O)O)C(=O)N1CC2=CC=CC(=C2C1)NC1COC1